tert-Butyl 5-({[(2R,3R)-1-[(benzyloxy)carbonyl]-3-(methoxymethoxy)azetidin-2-yl]carbonyl}amino)-1H-pyrazolo[4,3-b]pyridine-1-carboxylate C(C1=CC=CC=C1)OC(=O)N1[C@H]([C@@H](C1)OCOC)C(=O)NC1=CC=C2C(=N1)C=NN2C(=O)OC(C)(C)C